C(C1CCCCC1)(=O)OC1=CC=CC2=CC3=CC=CC=C3C=C12 anthracenyl hexahydrobenzoate